6-tert-butyl-8-fluoro-2-[3-(hydroxymethyl)-4-[1-methyl-6-oxo-5-(4,5,6,7-tetrahydropyrazolo[1,5-a]pyrazin-2-ylamino)-3-pyridyl]-2-pyridyl]phthalazin-1-one C(C)(C)(C)C=1C=C2C=NN(C(C2=C(C1)F)=O)C1=NC=CC(=C1CO)C1=CN(C(C(=C1)NC1=NN2C(CNCC2)=C1)=O)C